Cl[Si](C1=CC=C(C=C1)C=C)(Cl)Cl trichloro(4-vinylphenyl)silane